2-methoxy-7,8-dihydro-quinolin-6(5H)-one COC1=NC=2CCC(CC2C=C1)=O